(1R,2S,5S)-3-(4-Methoxy-benzenesulfonyl)-3-azabicyclo[3.1.0]hexane-2-carboxylic acid benzothiazol-5-ylmethyl-(4,4-difluoro-cyclohexyl)-amide S1C=NC2=C1C=CC(=C2)CN(C(=O)[C@@H]2[C@@H]1C[C@@H]1CN2S(=O)(=O)C2=CC=C(C=C2)OC)C2CCC(CC2)(F)F